C(CC(O)(C(=O)[O-])CC(=O)[O-])(=O)[O-].[Tl+3] thallium citrate